C(C)(C)(C)OC(=O)NC[C@@H]1CC[C@H](CC1)C(=O)NC=1C=C2C(=CC=NC2=CC1)C(=O)O 6-(trans-4-(((tert-butyloxycarbonyl)amino)methyl)cyclohexane-1-yl)formamidoquinoline-4-carboxylic acid